ClC=1C(=CC(=C(C(=O)NC=2C(=NC(=CC2)OC)C)C1)NC1=C(C=C(C=C1)F)C)F 5-chloro-4-fluoro-2-((4-fluoro-2-methylphenyl)-amino)-N-(6-methoxy-2-methylpyridin-3-yl)benzamide